1,3,5-tri(pyridin-4-yl)benzene N1=CC=C(C=C1)C1=CC(=CC(=C1)C1=CC=NC=C1)C1=CC=NC=C1